OCC1([C@H]2CN(C[C@@H]12)C(=O)OC(C)(C)C)C tert-butyl (1R,5S,6r)-6-(hydroxymethyl)-6-methyl-3-azabicyclo[3.1.0]hexane-3-carboxylate